ClC=1C=C(C=CC1)NC(=O)NC1=C(C(=C(C=C1)F)C(=O)C=1C=C2N=C(C=NC2=CC1)C#N)F 1-(3-chlorophenyl)-3-(3-(3-cyanoquinoxaline-6-carbonyl)-2,4-difluorophenyl)urea